C(C)(C)C1=C(C(=C(C=C1)O)C)C isopropyl-dimethylphenol